IC=1C=C(C[C@H](N)C(=O)O)C=CC1OC1=CC(=C(C=C1)O)I 3,3'-diiodothyronine